(2,5-dimethyl-3-(4,4,5,5-tetramethyl-1,3,2-Dioxaborolan-2-yl)phenyl)carbamate CC1=C(C=C(C=C1B1OC(C(O1)(C)C)(C)C)C)NC([O-])=O